(E)-N-hydroxy-3-(2-(4-((4-(trifluoromethyl)phenyl)sulfonamido)piperidin-1-yl)phenyl)acrylamide ONC(\C=C\C1=C(C=CC=C1)N1CCC(CC1)NS(=O)(=O)C1=CC=C(C=C1)C(F)(F)F)=O